OC=1C=C(C=CC1O)C1(C2(N(CC1)C)C(NC1=CC=CC=C12)=O)C(C1=CC=C(C=C1)S(=O)(=O)C)=O (3,4-dihydroxyphenyl)-1'-methyl-3'-(4-(methylsulfonyl)benzoyl)spiro[indoline-3,2'-pyrrolidin]-2-one